4-(2-phenylaminopyrimidin-4-yl)-6-(4-pyridyl)-1H-pyridin-2-one C1(=CC=CC=C1)NC1=NC=CC(=N1)C1=CC(NC(=C1)C1=CC=NC=C1)=O